N-(1-(2-(((1r,4r)-4-aminocyclohexyl)amino)-8-ethylquinazolin-6-yl)-1H-pyrazol-4-yl)-2-chloro-benzenesulfonamide NC1CCC(CC1)NC1=NC2=C(C=C(C=C2C=N1)N1N=CC(=C1)NS(=O)(=O)C1=C(C=CC=C1)Cl)CC